NCCC(CC1CCN(CC1)C(=O)OC(C)(C)C)C1=CC(=CC=C1)C(F)(F)F tert-butyl 4-(4-amino-2-(3-(trifluoromethyl)phenyl)butyl)piperidine-1-carboxylate